methyl (R)-5-cyclopropyl-6-(3-methyl-3H-imidazo[4,5-c]pyridin-7-yl)-3-((6-(3-methylmorpholino)pyridin-3-yl)amino)pyrazine-2-carboxylate C1(CC1)C=1N=C(C(=NC1C=1C2=C(C=NC1)N(C=N2)C)C(=O)OC)NC=2C=NC(=CC2)N2[C@@H](COCC2)C